C1(CCCCC1)CN1N=C2C=C(C(=CC2=C1)OC1=C(C=C(C=C1)F)F)C(=O)NCCN(C)C 2-(cyclohexylmethyl)-5-(2,4-difluorophenoxy)-N-(2-(dimethylamino)ethyl)-2H-indazole-6-carboxamide